2-(4-(4-Amino-5-(4-phenoxyphenyl)-7H-pyrrolo[2,3-d]pyrimidin-7-yl)piperidin-1-yl)propane-1,3-diyl dibenzoate C(C1=CC=CC=C1)(=O)OCC(COC(C1=CC=CC=C1)=O)N1CCC(CC1)N1C=C(C2=C1N=CN=C2N)C2=CC=C(C=C2)OC2=CC=CC=C2